CC1=NC2=CC=CC(=C2C(N1[C@@H]1C(NC(CC1)=O)=O)=O)CCCCCCCCN[C@@H]1[C@@]2(CC[C@H](C1)C2(C)C)C (S)-3-(2-methyl-4-oxo-5-(8-(((1R,2S,4R)-1,7,7-trimethylbicyclo[2.2.1]heptane-2-yl)amino)octyl)quinazolin-3(4H)-yl)piperidine-2,6-dione